N1-(5-carbamoyl-2-fluorophenyl)-N2-(4-(4-hydroxyphenyl)butan-2-yl)oxalamide C(N)(=O)C=1C=CC(=C(C1)NC(C(=O)NC(C)CCC1=CC=C(C=C1)O)=O)F